BrC1=C(C=C(C=C1)CN(C(=O)C=1C=NC(=CC1)OC1CC1)C=1C(=NC=CC1)S(=O)(=O)C)[N+](=O)[O-] N-[(4-bromo-3-nitrophenyl)methyl]-6-cyclopropoxy-N-(2-methanesulfonylpyridin-3-yl)pyridine-3-carboxamide